CN1C(CCC1)C(C)O 1-(1-methylpyrrolidin-2-yl)ethan-1-ol